FC=1C=C(C=CC1OC1=C2C(=NC=C1)NC(N2C2CCOCC2)=O)C2=NN(C(=C2C(=O)N)C(F)(F)F)C2=CC=CC=C2 (3-fluoro-4-((2-keto-1-(tetrahydro-2H-pyran-4-yl)-2,3-dihydro-1H-imidazo[4,5-b]pyridin-7-yl)oxy)phenyl)-1-phenyl-5-(trifluoromethyl)-1H-pyrazole-4-carboxamide